ClC=1C=C2C(C(NC2=CC1)=O)=O 5-chloroindoline-2,3-dione